ClC1=C(C(=C(C(=C1F)Cl)F)Cl)F 1,3,5-Trichloro-2,4,6-trifluorobenzol